4-oxopentanoic acid butyl ester C(CCC)OC(CCC(C)=O)=O